IC(CI)C1=CC=CC=C1 1,2-diiodoethylbenzene